FC1(CN(CCC1)CC1=CC=C(C=C1)[C@H](C)NC=1N=CC2=C(N1)N(C(C(=C2)OC)=O)CC(C)(C)C)F 2-{(S)-1-[4-(3,3-Difluoro-piperidin-1-ylmethyl)-phenyl]-ethylamino}-8-(2,2-dimethyl-propyl)-6-methoxy-8H-pyrido[2,3-d]pyrimidin-7-on